N-(9-((2R,3R,4R,5R)-3-((tert-butyldimethylsilyl)oxy)-4-hydroxy-5-((2,2,2-trifluoroacetamido)methyl)tetrahydrofuran-2-yl)-9H-purin-6-yl)benzamide [Si](C)(C)(C(C)(C)C)O[C@H]1[C@@H](O[C@@H]([C@H]1O)CNC(C(F)(F)F)=O)N1C2=NC=NC(=C2N=C1)NC(C1=CC=CC=C1)=O